C1=C[Si]SC=C1 thiasiline